1,4-dimethyl-1H-1,2,3-triazol CN1N=NC(=C1)C